O=C1NC(CCC1N1C(C2=CC=CC(=C2C1)SCCCC(=O)O)=O)=O 4-((2-(2,6-dioxopiperidine-3-yl)-1-oxoisoindoline-4-yl)thio)butyric acid